BrC1=CC=2N(C=C1)N=CC2C(=O)OC Methyl 5-bromopyrazolo[1,5-a]pyridine-3-carboxylate